Laurylhydroxyethyl-imidazoline C(CCCCCCCCCCC)C=1N(CCN1)CCO